NC=1N=C(C2=CC=CC(=C2C1)OC)C=1C=C2CN(C(C2=CC1)=O)C1CNCCC1 3-[5-(3-Amino-5-methoxyisoquinolin-1-yl)-1-oxo-2,3-dihydro-1H-isoindol-2-yl]piperidine